1,3-dimethoxy-2-methylimidazolium phosphate P(=O)([O-])([O-])[O-].CON1C(=[N+](C=C1)OC)C.CON1C(=[N+](C=C1)OC)C.CON1C(=[N+](C=C1)OC)C